N,N-bis(beta-hydroxyethyl)-p-phenylenediamine OCCN(C1=CC=C(C=C1)N)CCO